5-[4-(6-chloro-5-fluoro-indolin-1-yl)-3-cyano-6-quinolyl]pyridine-2-carboxamide ClC1=C(C=C2CCN(C2=C1)C1=C(C=NC2=CC=C(C=C12)C=1C=CC(=NC1)C(=O)N)C#N)F